CCSS methyl-disulfanylmethane